ClC1=CC=C(C=C1)[C@@H](C(=O)N1CCC2=CC(=C(C=C12)OC(F)(F)F)F)NC=1C=C(O[C@@H]2C=C(C2)C(=O)O)C=C(C1)OC (1s,3s)-3-(3-((1-(4-chlorophenyl)-2-(5-fluoro-6-(trifluoromethoxy)indolin-1-yl)-2-oxoethyl)amino)-5-methoxyphenoxy)cyclobutene-carboxylic acid